ethyl 1-(6-(6-fluoropyridin-3-yl)quinolin-2-yl)piperidine-4-carboxylate FC1=CC=C(C=N1)C=1C=C2C=CC(=NC2=CC1)N1CCC(CC1)C(=O)OCC